(E)-3-(dimethylamino)-1-(4-methoxynaphthalene-1-yl)-2-(4-ethoxyphenyl)prop-2-en-1-one CN(/C=C(/C(=O)C1=CC=C(C2=CC=CC=C12)OC)\C1=CC=C(C=C1)OCC)C